(S)-2-(4-(cyclopent-1-en-1-yl)-2-(3-fluoropyrrolidin-1-yl)pyridin-3-yl)-1H-benzo[d]imidazole C1(=CCCC1)C1=C(C(=NC=C1)N1C[C@H](CC1)F)C1=NC2=C(N1)C=CC=C2